5-(2-amino-[1,2,4]triazolo[1,5-a]pyridin-7-yl)-6-chloro-N-(2-(trifluoromethoxy)benzyl)nicotinamide tert-Butyl-(3-methylisothiazol-5-yl)carbamate C(C)(C)(C)N(C(O)=O)C1=CC(=NS1)C.NC1=NN2C(C=C(C=C2)C=2C(=NC=C(C(=O)NCC3=C(C=CC=C3)OC(F)(F)F)C2)Cl)=N1